NC=1C=2N(C(=CN1)C1=CCC(CC1)N)C(=NC2C2=CC=C(C1=CC=CC=C21)NC(=O)NC2=C(C=CC(=C2)C(F)(F)F)Cl)C 1-(4-(8-amino-5-(4-aminocyclohex-1-en-1-yl)-3-methylimidazo[1,5-a]pyrazin-1-yl)naphthalen-1-yl)-3-(2-chloro-5-(trifluoromethyl)phenyl)urea